C1=CC=CC2=CC3=CC=CC=C3C(=C12)C1=CCN(C(=C1)CCC=C)CC1=CC=CC=C1 4-Anthracene-9-yl-1-benzyl-6-but-3-en-1-ylpyridin